CC1SCC(N1)C(=O)OC(C)OC([C@H](CC1=CC(=CC=C1)S(=O)(=O)C)NC(=O)C=1C(=C2CCN(CC2=CC1Cl)C(=O)C1=CC2=C(C=CO2)C=C1)Cl)=O 1-(((S)-2-(2-(benzofuran-6-carbonyl)-5,7-dichloro-1,2,3,4-tetrahydroisoquinoline-6-carboxamido)-3-(3-(methylsulfonyl)phenyl)propanoyl)oxy)ethyl 2-methylthiazolidine-4-carboxylate